O=C(CC1=CC=NC=C1)NCCC(F)(F)F 4-(2-oxo-2-((3,3,3-trifluoropropyl)amino)ethyl)pyridin